OC(CNC(=O)C1=CC(=NC(=C1)NC1=NN2C(C=C(C=C2)C=2N(N=CC2OC[C@@H]2N(CC2)C)C)=C1)C)(C)C N-(2-hydroxy-2-methyl-propyl)-2-methyl-6-[[5-[2-methyl-4-[[(2R)-1-methylazetidin-2-yl]methoxy]pyrazol-3-yl]pyrazolo[1,5-a]pyridin-2-yl]amino]pyridine-4-carboxamide